2-(2-(2-azidoethoxy)ethoxy)ethyl (R)-7-(3-((tert-butoxycarbonyl)amino)-4-(2,4,5-trifluorophenyl)butanoyl)-3-(trifluoromethyl)-5,6,7,8-tetrahydroimidazo[1,5-a]pyrazine-1-carboxylate C(C)(C)(C)OC(=O)N[C@@H](CC(=O)N1CC=2N(CC1)C(=NC2C(=O)OCCOCCOCCN=[N+]=[N-])C(F)(F)F)CC2=C(C=C(C(=C2)F)F)F